cis-8-dimethylamino-8-phenyl-3-(pyridin-3-yl-methyl)-1,3-diazaspiro[4.5]decan-2-one CN(C1(CCC2(CN(C(N2)=O)CC=2C=NC=CC2)CC1)C1=CC=CC=C1)C